C(C)OC(C1=C(C(=O)O)C(C(=O)O)=C(C(=O)O)C(C(=O)O)=C1C(=O)O)=O ethyl-mellitic acid